2-chloroethyltrimethylammonium bromide [Br-].ClCC[N+](C)(C)C